C(C)(C)(C)OC(C1=CC=C(C=C1)NC([C@H](CC=1C=NC=CC1)N)=O)=O (S)-4-(2-amino-3-(pyridin-3-yl)propanamido)benzoic acid tert-butyl ester